NC1=CC=2C3=C(C(N(C2C=C1)C)=O)OCC([C@@H](N3)C3CC3)(F)F (S)-10-Amino-2-cyclopropyl-3,3-difluoro-7-methyl-1,2,3,4-tetrahydro-[1,4]oxazepino[2,3-c]quinolin-6(7H)-one